NC[C@@H]([C@H](C1=CC(=CC=C1)SC)C1=CC=C(C=C1)F)O (1S,2R)-3-amino-1-(4-fluorophenyl)-1-(3-(methylthio)phenyl)propan-2-ol